C(C)(C)(C)[C@]12N([C@@H](C[C@H]2C1)[C@@H]([C@H](C(=O)N1C(O[C@H]([C@H]1C)C1=CC=CC=C1)=O)C)O)C(=O)O (1S,3S,5S)-tert-butyl-3-((1R,2R)-1-hydroxy-2-methyl-3-((4R,5S)-4-methyl-2-oxo-5-phenyloxazolidin-3-yl)-3-oxopropyl)-2-azabicyclo[3.1.0]hexane-2-carboxylic acid